2,6-bis[4-(R)-tert-butyl-5,5-dimethyl-2-oxazolyl]pyridine C(C)(C)(C)C1=NC(OC1(C)C)C1=NC(=CC=C1)C1OC(C(=N1)C(C)(C)C)(C)C